N-cyclopropyl-5-[1-(6-{1-[(dimethylcarbamoyl)methyl]piperidin-4-yl}imidazo[1,2-a]pyridin-3-yl)-1H-pyrazol-4-yl]-2-fluoro-4-methylbenzamide C1(CC1)NC(C1=C(C=C(C(=C1)C=1C=NN(C1)C1=CN=C2N1C=C(C=C2)C2CCN(CC2)CC(N(C)C)=O)C)F)=O